C(C)(C)(C)OC(NCCCCNC1=C(C=C(C=C1)C(N)=O)[N+](=O)[O-])=O tert-butyl(4-((4-carbamoyl-2-nitrophenyl)amino)butyl)carbamate